dipotassium 9-(2-carboxyphenyl)-6-hydroxy-2,4,5,7-tetrabromo-3H-xanthen-3-one C(=O)(O)C1=C(C=CC=C1)C=1C2=CC(=C(C(=C2OC2=C(C(C(=CC12)Br)=O)Br)Br)O)Br.[K].[K]